6-(3-amino-5-fluoro-6-(4-(1-isopropylpiperidin-4-yl)phenyl)pyrazin-2-yl)-8-fluoro-3,4-dihydroisoquinolin-1(2H)-one NC=1C(=NC(=C(N1)F)C1=CC=C(C=C1)C1CCN(CC1)C(C)C)C=1C=C2CCNC(C2=C(C1)F)=O